N1C=NC2=C1C=CC(=C2)N2C([C@H]([C@H]2C2=C(C=C(C=C2F)OCC(C)(C)O)F)C)=O (3S,4S)-1-(1H-benzo[d]imidazol-5-yl)-4-(2,6-difluoro-4-(2-hydroxy-2-methylpropyloxy)phenyl)-3-methylazetidin-2-one